[Cl-].BC1=CC=[N+](C=C1)CC1=CC=C(C=C1)C=C 4-boryl-1-(4-vinylbenzyl)-pyridinium chloride